ClC1=CC(=C(C=C1)C#CCNC(OC(C)(C)C)=O)C tert-butyl (3-(4-chloro-2-methylphenyl)prop-2-yn-1-yl)carbamate